tert-butyl (S)-5-chloro-8-((5-(difluoromethyl)-1-methyl-1H-1,2,3-triazol-4-yl) methoxy)-1-(((S)-3-methyl-2-oxopyrrolidin-1-yl) methyl)-3,4-dihydroisoquinoline-2(1H)-carboxylate ClC1=C2CCN([C@@H](C2=C(C=C1)OCC=1N=NN(C1C(F)F)C)CN1C([C@H](CC1)C)=O)C(=O)OC(C)(C)C